N[C@@H]1N=CCC=2C=C(C=NC12)C(F)(F)F (R)-8-amino-3-(trifluoromethyl)-5,8-dihydro-1,7-naphthyridin